tert-butyl (2R,4S)-2-(2-((R)-5-(8-bromo-1H-imidazo[4,5-c]quinolin-1-yl) pent-2-yloxy)-5-fluorophenyl)-4-fluoropyrrolidine-1-carboxylate BrC1=CC=2C3=C(C=NC2C=C1)N=CN3CCC[C@@H](C)OC3=C(C=C(C=C3)F)[C@@H]3N(C[C@H](C3)F)C(=O)OC(C)(C)C